diphenyllauryl trithiophosphite P(SCCCCCCCCCCCC(C1=CC=CC=C1)C1=CC=CC=C1)([S-])[S-]